tert-butyl 3-(1-(tert-butoxycarbonyl)-5-oxo-1,2,5,6-tetrahydropyridin-3-yl)-1H-pyrrolo[2,3-b]pyridine-1-carboxylate C(C)(C)(C)OC(=O)N1CC(=CC(C1)=O)C1=CN(C2=NC=CC=C21)C(=O)OC(C)(C)C